CCCCCCCCCC(CCCCCC)OC(CCCCCCCCC)CCCCCC 10-hexadecyl ether